alpha-(N-ethyl-amino)-acetophenone C(C)NCC(=O)C1=CC=CC=C1